[Br-].C(C)OP(=O)([O-])[O-].C(CCC)[N+](CCCC)(CCCC)CCCC.C(CCC)[N+](CCCC)(CCCC)CCCC.C(CCC)[N+](CCCC)(CCCC)CCCC tetrabutylammonium ethyl-phosphate bromide